butyl phosphate P(=O)(OCCCC)([O-])[O-]